ClC=1C(=C2C(=NC1)NC(=N2)C2=CC=C(C=C2)N2CCNC(CC2)=O)NC2CCN(CC2)C(C)C 1-[4-(6-Chloro-7-{[1-(1-methylethyl)piperidin-4-yl]amino}-3H-imidazo[4,5-b]pyridin-2-yl)phenyl]-1,4-diazepan-5-one